CC=1C=C2C(NC=3N(C2=CC1)C(SC3C(=O)NC3=C(C=CC=C3)C)=S)=O 7-methyl-5-oxo-1-thioxo-N-(o-tolyl)-4,5-dihydro-1H-thiazolo[3,4-a]quinazoline-3-carboxamide